[O-]S(=O)(=O)C(F)(F)F.BrC=1C=C2C(=CN(C2=CC1)C)C1=C(C=CC=C1)[P+](C1=CC=CC=C1)(C1=CC=CC=C1)C1=CC(=C(C(=C1)OC)OC)OC (5-bromo-1-methyl-1H-indol-3-yl)(3,4,5-trimethoxyphenyl)triphenylphosphonium triflate